(S)-phenyl-(2-(3-(3-phenylpropyl)-1,2,4-oxadiazol-5-yl)piperidin-1-yl)methanone C1(=CC=CC=C1)C(=O)N1[C@@H](CCCC1)C1=NC(=NO1)CCCC1=CC=CC=C1